N1C=CC2=CC=C(C=C12)CN(C(=O)N1[C@H]2[C@H](N(C[C@@H]1CC2)C(N(C2=CC=CC=C2)C2=CC=CC=C2)=O)C(=O)O)C (1R,2S,5S)-8-(((1H-indole-6-yl)methyl)(methyl)carbamoyl)-3-(diphenylcarbamoyl)-3,8-diazabicyclo[3.2.1]octane-2-carboxylic acid